C(C)(C)(C)OC(=O)C1=C(COC[C@@H]2CN(CC23CN(C3)C(=O)C3(CC3)C(F)(F)F)C(=O)OCC=C)C=CC=C1C1CCC(CC1)(F)F allyl (S)-8-(((2-(tert-butoxycarbonyl)-3-(4,4-difluorocyclohexyl)benzyl)oxy)methyl)-2-(1-(trifluoromethyl)cyclopropane-1-carbonyl)-2,6-diazaspiro[3.4]octane-6-carboxylate